CN1CCC(CC1)CNC(=O)C1=CC(=CC=2N(C=NC21)CC(F)(F)F)C#CCNC=2C(OC)=CC=C(C2)S(=O)(=O)C N-[(1-methyl-4-piperidyl)methyl]-6-[3-(4-mesyl-2-anisidino)-1-propynyl]-1-(2,2,2-trifluoroethyl)-1H-benzo[d]imidazole-4-carboxamide